ICCCC(CC(CC(CC(CC(CC(CCCOCOCOCCCC(CC(CC(CC(CC(CC(CCCI)C)C)C)C)C)C)C)C)C)C)C)C 17-iodo-4,6,8,10,12,14-hexamethylheptadecyloxymethyl ether